FC(C=1C=CC(=NC1)CNN1[C@H]2CC[C@@H](C1=O)C2)(F)F (1S,4R)-2-(((5-(trifluoromethyl)pyridin-2-yl)methyl)amino)-2-azabicyclo[2.2.1]heptan-3-one